BrC1=C(C#N)C=C(C(=C1)OCC1=CC=C(C=C1)OC)C(F)(F)F bromo-4-[(4-methoxyphenyl)methoxy]-5-(trifluoromethyl)benzonitrile